Ethyl-(triphenyl)phosphonium bromide [Br-].C(C)[P+](C1=CC=CC=C1)(C1=CC=CC=C1)C1=CC=CC=C1